C1(=CC=CC=C1)S(=O)(=O)CCO 2-(phenylsulfonyl)ethan-1-ol